(tert-Butoxycarbonyl)-N-(1,6-dimethylpiperidin-3-yl)carbamic acid tert-butyl ester C(C)(C)(C)OC(N(C1CN(C(CC1)C)C)C(=O)OC(C)(C)C)=O